COC1=CC=C(CN(CC2=CC=C(C=C2)OC)C=2C(=C([N+](=CC2C(=O)OCC)[O-])C2=NC=CC(=C2C(F)(F)F)C)F)C=C1 bis(4-methoxybenzyl)amino-5-(ethoxycarbonyl)-3-fluoro-4'-methyl-3'-(trifluoromethyl)-[2,2'-bipyridine]-1-oxide